BrC1=CC=C(C=C1)SCCCSC1=CC=CC=C1 1-((4-bromophenyl)thio)-3-(phenylthio)propan